[Si](C1=CC=CC=C1)(C1=CC=CC=C1)(C(C)(C)C)OC[C@@]12C[C@H](CN2C(C(C1)F)=O)F (6R,7aR)-7a-(((tert-butyldiphenylsilyl)oxy)methyl)-2,6-difluorohexahydro-3H-pyrrolizin-3-one